C(C1=CC=CC=C1)(=O)[Eu](C)C(C1=CC=CC=C1)=O Dibenzoylmethyl-europium